C1(CC1)N(C(OC1CCCC1)=O)CC=1C(=C(C(=CC1CCCCC)O)C1=C(C=CC(=C1)C)C(=C)C)O cyclopentyl cyclopropyl((2,6-dihydroxy-5'-methyl-4-pentyl-2'-(prop-1-en-2-yl)-[1,1'-biphenyl]-3-yl)methyl)carbamate